BrC=1C=CC2=C(SC3=C2C=CC(=C3)Br)C1 3,7-Dibromo-dibenzothiophene